C(C)(C)OC(=O)N1CCN(CC1)C=1SC2=NC(=CC=C2N1)C1=CC=C(C=C1)S(=O)(=O)C 4-(5-(4-(methylsulfonyl)phenyl)thiazolo[5,4-b]pyridin-2-yl)piperazine-1-carboxylic acid isopropyl ester